7-((3aS,4R,6aR)-2,2-dimethyl-6-(2-(6-methyl-1,2,3,4-tetrahydroisoquinolin-8-yl)ethyl)-3a,6a-dihydro-4H-cyclopenta[d][1,3]dioxol-4-yl)-7H-pyrrolo[2,3-d]pyrimidin-4-amine CC1(O[C@@H]2[C@H](O1)C(=C[C@H]2N2C=CC1=C2N=CN=C1N)CCC=1C=C(C=C2CCNCC12)C)C